N1N=CN=C1[C@@H]1CN(CC1)C(=O)N1CC2(C1)CC(C2)NC2(CC2)C(F)(F)F [(3S)-3-(1H-1,2,4-Triazol-5-yl)pyrrolidin-1-yl]-[6-[[1-(trifluoromethyl)cyclopropyl]amino]-2-azaspiro[3.3]heptan-2-yl]methanone